NOCC#CC1=C(C=C(C=C1)Cl)Br 1-[3-(aminooxy)prop-1-yn-1-yl]-2-bromo-4-chlorobenzene